C(C)OC(COC=1C=NC=CC1CN)(C)C 1-[3-(2-ethoxy-2-methylpropoxy)pyridin-4-yl]methanamine